ClC=1C(=C(N)C(=CC1CCC1=C(C(=C(N)C(=C1)CC)CC)Cl)CC)CC 4,4'-dimethylene-bis(3-chloro-2,6-diethylaniline)